BrC1=CC=C(C=C1)C1=NC2=CC(=C(C=C2N=C1C1=CC=C(C=C1)Br)C#N)C#N 2,3-bis(4-bromophenyl)quinoxaline-6,7-dicarbonitrile